BrC1=NN2C(C(NC3(C2(C)C2CC2)CC3)=O)=C1 2'-bromo-7'-cyclopropyl-7'-methyl-7'H-spiro[cyclopropane-1,6'-pyrazolo[1,5-a]pyrazin]-4'(5'H)-one